N1(CCCC2=CC=CC=C12)C=1C=C2CCN=CC2=CC1 6-(3,4-dihydro-quinolin-1(2H)-yl)-3,4-dihydro-isoquinolin